C(#N)C=1C=CC(=NC1)[C@@H]1OC2=C(C=CC=C2C=C1)C1CCN(CC1)CC1=NC=2C(=NC(=CC2)C(=O)O)N1C[C@H]1OCC1 2-((4-((R)-2-(5-cyanopyridin-2-yl)-2H-chromen-8-yl)piperidin-1-yl)methyl)-3-(((S)-oxetan-2-yl)methyl)-3H-imidazo[4,5-b]pyridine-5-carboxylic acid